2-{[3-(ethoxycarbonyl)-8-methoxyquinolin-4-yl]amino}benzoic acid C(C)OC(=O)C=1C=NC2=C(C=CC=C2C1NC1=C(C(=O)O)C=CC=C1)OC